3-bromobenzenesulfonyl chloride thiophosphoryltris(oxybenzene-4,1-diylcarbamoyloxyethane-2,1-diyl)triacrylate P(=S)(OC1=CC=C(C=C1)C(CC=CC(=O)O)OC(N)=O)(OC1=CC=C(C=C1)C(CC=CC(=O)O)OC(N)=O)OC1=CC=C(C=C1)C(CC=CC(=O)O)OC(N)=O.BrC=1C=C(C=CC1)S(=O)(=O)Cl